BrC=1C(=C(OCCC2CC3(C2)CCN(CC3)CC(=O)OCC)C=CC1)C ethyl 2-(2-(2-(3-bromo-2-methylphenoxy)ethyl)-7-azaspiro[3.5]nonan-7-yl)acetate